FC=1C=C(C=C2N=CC=N2)C=C(C1O)F 3,5-difluoro-4-hydroxybenzylideneimidazole